C1(=CC=C(C=C1)C=1OC(=NN1)C1=CC=CC=C1)C1=CC=CC=C1 2-(1,1'-biphenyl-4-yl)-5-phenyl-1,3,4-oxadiazole